dipicolinate diboron [B+3].[B+3].N1=C(C=CC=C1)C(=O)[O-].N1=C(C=CC=C1)C(=O)[O-]